Copper-copper oxide [Cu]=O.[Cu]